7-((1H-pyrazolo[3,4-b]pyridin-5-yl)ethynyl)-6-methoxy-N-(5-(trifluoromethyl)pyridin-3-yl)furo[3,2-c]pyridin-3-amine N1N=CC=2C1=NC=C(C2)C#CC=2C1=C(C=NC2OC)C(=CO1)NC=1C=NC=C(C1)C(F)(F)F